6-bromo-2-(((tert-butyldimethylsilyl)oxy)methyl)-[1,2,4]triazolo[1,5-a]pyrimidine BrC=1C=NC=2N(C1)N=C(N2)CO[Si](C)(C)C(C)(C)C